ClC1=CC=C(C=C1)CCNC(=S)N1CC2=C(CCC1)C=CC(=C2)OC N-[2-(4-chlorophenyl)ethyl]-8-methoxy-2,3,4,5-tetrahydro-1H-2-benzazepine-2-carbothioamide